C(C)(C)(C)OC(=O)N1C[C@@H]2CN(C[C@@H]2C1)C1=NC=C(N=C1)Cl (3aR,6aS)-5-(5-chloropyrazin-2-yl)hexahydropyrrolo[3,4-c]Pyrrole-2(1H)-carboxylic acid tert-butyl ester